FC=1C=C(C=CC1C)C1=C(C=CC(=C1)F)NC(=O)C=1C(=NN(C1)C)C(F)F N-(3',5-difluoro-4'-methyl-biphenyl-2-yl)-3-Difluoromethyl-1-methyl-1H-pyrazole-4-carboxamide